C(C=CC1=CC=CC=C1)(=O)C=1NC=CC1 2-cinnamoyl-pyrrole